(E)-3-(1,3-benzodioxol-5-yl)-N-(3-methylsulfanylpropyl)-N-phenyl-prop-2-enamide O1COC2=C1C=CC(=C2)/C=C/C(=O)N(C2=CC=CC=C2)CCCSC